ethylenebis-(dithiocarbamate) diammonium salt [NH4+].[NH4+].C(CNC([S-])=S)NC([S-])=S